C=C1CC=C(CCN(OC)OC)C=C1 4-Methylenedimethoxyphenethylamine